C(C)OC1=CC=CC2=CC=CC=C12 1-ethoxynaphthalene